FC(C=1C=C(CNC(=O)NC2CC(C2)C(F)(F)F)C=CC1)(F)F 1-(3-Trifluoromethyl-benzyl)-3-(3-trifluoromethyl-cyclobutyl)-urea